N-(4-(isoquinolin-1-yl)pentyl)-4-methoxybenzenesulfonamide C1(=NC=CC2=CC=CC=C12)C(CCCNS(=O)(=O)C1=CC=C(C=C1)OC)C